COCCN1N=CC(=C1C1C[C@H](N(CC1)C(=O)OC(C)(C)C)C)C tert-butyl (2R)-4-(1-(2-methoxyethyl)-4-methyl-1H-pyrazol-5-yl)-2-methylpiperidine-1-carboxylate